N-(4-(4-amino-3-(4-cyclobutoxyphenyl)-7-oxo-6,7-dihydro-2H-pyrazolo[3,4-d]pyridazin-2-yl)phenyl)acrylamide NC=1C=2C(C(NN1)=O)=NN(C2C2=CC=C(C=C2)OC2CCC2)C2=CC=C(C=C2)NC(C=C)=O